C(CCCCCCCC=CCC)O 9-dodecene-1-ol